1-(4-(5-methyl-2H-tetrazol-2-yl)phenyl)ethan-1-one CC=1N=NN(N1)C1=CC=C(C=C1)C(C)=O